1-(((7S)-7-methyl-3-(6-methylpyridin-3-yl)-2-oxo-1-oxa-3-azaspiro[4.5]decan-7-yl)methyl)-1H-benzo[d]imidazole-6-carbonitrile C[C@]1(CC2(CN(C(O2)=O)C=2C=NC(=CC2)C)CCC1)CN1C=NC2=C1C=C(C=C2)C#N